COC(=O)C1=CC=NC2=CC=C(C=C12)[C@@H](C)C1=CC(=NC=C1)C(F)(F)F |r| racemic-(R)-6-(1-(2-(trifluoromethyl)pyridin-4-yl)ethyl)quinoline-4-carboxylic acid methyl ester